CN[C@H](C(C)C)C(=O)[O-] N-methyl-D-valinate